(S,E)-7-(dimethylamino)-1-((1-((1-ethyl-5-fluoro-1H-indol-2-yl)methyl)-2-oxo-1,2-dihydropyridin-3-yl)amino)-1,7-dioxohept-5-en-2-yl dimethylcarbamate CN(C(O[C@H](C(=O)NC=1C(N(C=CC1)CC=1N(C2=CC=C(C=C2C1)F)CC)=O)CC\C=C\C(=O)N(C)C)=O)C